CN1N=C(C(=C1)C1N(CCC1)CC1=CC=C(OC2=CC(=C(C(=O)N)C=C2)O)C=C1)C (-)-4-(4-{[2-(1,3-dimethyl-1H-pyrazol-4-yl)pyrrolidin-1-yl]methyl}phenoxy)-2-hydroxybenzamide